(S)-N-((R)-1-(3-bromopyridin-3-yl)-4-methylpent-4-en-1-yl)-2-methylpropan-2-sulfinamide BrC1(CN=CC=C1)[C@@H](CCC(=C)C)N[S@@](=O)C(C)(C)C